5-(4'-Fluoro-2'-methyl-3,4,5,6-tetrahydro-2H-[1,3']bipyridinyl-4-yl)-2-methyl-7-(2-trifluoromethylbenzyl)-2,4,5,7-tetrahydro-pyrazolo[3,4-d]pyrimidin-6-one FC1=C(C(=NC=C1)C)N1CCC(CC1)N1C(N(C=2C(C1)=CN(N2)C)CC2=C(C=CC=C2)C(F)(F)F)=O